CN1C=NC=2C1=NC(=CC2N2CCOCC2)NN=C(C)C=2C=C(C=CC2)C 4-(3-methyl-5-(2-(1-(m-tolyl)ethylidene)hydrazinyl)-3H-imidazo[4,5-b]pyridin-7-yl)morpholine